4-((4-aminopiperidin-1-yl)methyl)-N-(4-(4-morpholino-7H-pyrrolo[2,3-d]pyrimidin-6-yl)phenyl)picolinamide NC1CCN(CC1)CC1=CC(=NC=C1)C(=O)NC1=CC=C(C=C1)C1=CC2=C(N=CN=C2N2CCOCC2)N1